4-(4-amino-1-methyl-1H-pyrrole-2-carboxamido)-1-methyl-1H-pyrrole-2-carboxylic acid NC=1C=C(N(C1)C)C(=O)NC=1C=C(N(C1)C)C(=O)O